1,3-diaminopropane monocarbamate C(N)(O)=O.NCCCN